(3aS,5S,6aR)-2-((R)-2-(6-chloro-5-hydroxypyridin-2-yl)-2-hydroxyethyl)-5-phenoxyhexahydrocyclopenta[c]pyrrol-3a(1H)-ol ClC1=C(C=CC(=N1)[C@@H](CN1C[C@@H]2[C@](C1)(C[C@H](C2)OC2=CC=CC=C2)O)O)O